3-benzyl-1-(trans-4-((5-cyano-4-(1H-pyrazol-5-yl)pyrimidin-2-yl)amino)cyclohexyl)-1-(4-(1-methyl-6-oxo-1,6-dihydropyridin-3-yl)phenyl)urea C(C1=CC=CC=C1)NC(N(C1=CC=C(C=C1)C1=CN(C(C=C1)=O)C)[C@@H]1CC[C@H](CC1)NC1=NC=C(C(=N1)C1=CC=NN1)C#N)=O